ClC=1C=CC(=C(C1)N1CC(CCC1)N1N=CC(=C1C(F)(F)F)C(=O)OCC)C=1C=NC(=CC1)N1CCNCC1 ethyl 1-[1-{5-chloro-2-[6-(piperazin-1-yl) pyridin-3-yl] phenyl} piperidin-3-yl]-5-(trifluoromethyl)-1H-pyrazole-4-carboxylate